(6-Aminopyridazin-3-yl)piperazine-1-carboxylic acid tert-butyl ester C(C)(C)(C)OC(=O)N1C(CNCC1)C=1N=NC(=CC1)N